OC1=C2C(C(=COC2=C2C(=C1C=CC(C)=C)OC(C=C2)(C)C)C2=CC=C(C=C2)[O-])=O 4-(5-hydroxy-6-isoprenyl-8,8-dimethyl-4-oxopyrano[2,3-h]chromen-3-yl)phenolate